3-cyclopropyl-N5-((4-fluoropiperidin-4-yl)methyl)-N7-(4-(pyridin-2-yl)benzyl)pyrazolo[1,5-a]pyrimidine-5,7-diamine C1(CC1)C=1C=NN2C1N=C(C=C2NCC2=CC=C(C=C2)C2=NC=CC=C2)NCC2(CCNCC2)F